7-({5-[(1s,3r)-3-hydroxycyclopentyl]-2-(2-methylpropan-2-yl)pyrazol-3-yl}amino)-2,3-dihydro-1λ6-benzothiophene-1,1-dione O[C@H]1C[C@H](CC1)C=1C=C(N(N1)C(C)(C)C)NC1=CC=CC=2CCS(C21)(=O)=O